FC1=CC=CC2=C1C1=C(CCN(CC1)C)O2 10-fluoro-3-methyl-2,3,4,5-tetrahydro-1H-benzofuro[2,3-d]azepine